4-chloro-2-(difluoromethoxy)benzoylhydrazine ClC1=CC(=C(C(=O)NN)C=C1)OC(F)F